C(C1=CC=CC=C1)(C1=CC=CC=C1)=NC=1C=CC=2C(N(C3=CC=CC1C23)C2C(NC(CC2)=O)=O)=O 3-[5-(Benzhydrylideneamino)-2-oxo-benzo[cJ]indol-1-yl]piperidine-2,6-dione